1-(3,5-difluorophenyl)-3-(4-(4-methoxyphenyl)butan-2-yl)urea FC=1C=C(C=C(C1)F)NC(=O)NC(C)CCC1=CC=C(C=C1)OC